2,4,6-tribromophenyl benzyl ether C(C1=CC=CC=C1)OC1=C(C=C(C=C1Br)Br)Br